CC(CCOC=1C=C(C=CC1)B(O)O)(C)C [3-(3,3-dimethylbutoxy)phenyl]boronic acid